ClC1=C(CCN[C@H](C(=O)C2=CNC3=CC=CC=C23)C2=CC=CC=C2)C=CC=C1 |r| (S)- and (R)-2-((2-chlorophenethyl)amino)-1-(1H-indol-3-yl)-2-phenylethan-1-one